BrC1=C(C2=C(C(N3[C@@H](CO2)CNCC3)=O)C=C1I)C (12aR)-9-bromo-8-iodo-10-methyl-1,2,3,4,12,12a-hexahydro-6H-pyrazino[2,1-c][1,4]benzooxazepin-6-one